S(=O)(=O)(O)C(C(=O)OC(C(CCCC)CC)C=CC)CC(=O)[O-] propenyl-2-ethylhexyl sulfosuccinate